3-(2-aminoprop-2-yl)-1-benzylpiperidin-3-ol NC(C)(C)C1(CN(CCC1)CC1=CC=CC=C1)O